bis(3-trifluoromethylindol-3-yl)-6-dimethylaminophthalide FC(C1(C=NC2=CC=CC=C12)C1(OC(=O)C2=CC(=CC=C12)N(C)C)C1(C=NC2=CC=CC=C12)C(F)(F)F)(F)F